3-(6-chloro-3-iodo-pyrazolo[4,3-c]pyridin-1-yl)-3-methyl-butan-2-one ClC1=CC2=C(C=N1)C(=NN2C(C(C)=O)(C)C)I